2-methyl-6-((5-methyl-1H-pyrazol-3-yl)amino)-1H-imidazo[4,5-b]pyrazine CC1=NC=2C(=NC(=CN2)NC2=NNC(=C2)C)N1